8-methyl-1,3,6,7-tetrahydro-2-oxa-4,6-diaza-s-indacen-5-one CC=1C=2CNC(C2N=C2COCC12)=O